Cl.NCCN1CCN(CC1)C1=CC=C(NC2C(NC(CC2)=O)=O)C=C1 3-[4-[4-(2-aminoethyl)piperazin-1-yl]anilino]piperidine-2,6-dione hydrochloride